2-amino-N-((1R,4S)-4-hydroxycyclohexyl)-5-(4-((1S,5R)-3-(2-morpholinoethyl)-3-azabicyclo[3.1.0]Hex-1-yl)phenyl)nicotinamide NC1=C(C(=O)NC2CCC(CC2)O)C=C(C=N1)C1=CC=C(C=C1)[C@]12CN(C[C@@H]2C1)CCN1CCOCC1